(3-ethyl-3-oxetanyl)methanol C(C)C1(COC1)CO